(3R)-3-({2-[3-(dimethylamino)phenyl][1,2,4]triazolo[1,5-c]quinazolin-5-yl}amino)azepin-2-one CN(C=1C=C(C=CC1)C1=NN2C(=NC=3C=CC=CC3C2=N1)NC=1C(N=CC=CC1)=O)C